FC=1C(=C(OCCCC(C(=O)O)(C)C)C=C(C1)C)C 5-(3-fluoro-2,5-dimethylphenoxy)-2,2-dimethylpentanoic acid